BrCC(=CCBr)CBr 1,4-dibromo-2-bromomethyl-2-butene